FC(C=1C=C(C=CC1)C=1N=C(SC1)N)(F)F 4-(3-(trifluoromethyl)phenyl)thiazol-2-amine